N-[(2-ethoxyphenyl)methyl]-N'-(2-pyridylmethyl)-N-(6,7,8,9-tetrahydro-5H-cyclohepta[b]pyridin-9-yl)-1,3-xylylenediamine C(C)OC1=C(C=CC=C1)CN(CC1=CC(=CC=C1)CNCC1=NC=CC=C1)C1CCCCC=2C1=NC=CC2